3-Ethyl-amino-6,7-difluoro-4H-1,2,4-benzothiadiazine 1,1-dioxide C(C)C1=NS(C2=C(N1N)C=C(C(=C2)F)F)(=O)=O